4-Bromo-7-chloro-2,6-naphthyridin-1-ol BrC1=CN=C(C2=CC(=NC=C12)Cl)O